D-5-N-glycolyl-9-O-lactyl-neuraminic acid C(CO)(=O)N[C@@H]1[C@H](CC(C(O)=O)(O)O[C@H]1[C@H](O)[C@H](O)COC(C(O)C)=O)O